(1-(4-fluorophenyl)-1H-indazol-5-yl)-1-((1-propyl-1H-pyrazol-4-yl)sulfonyl)piperidine-4-carboxylic acid FC1=CC=C(C=C1)N1N=CC2=CC(=CC=C12)C1N(CCC(C1)C(=O)O)S(=O)(=O)C=1C=NN(C1)CCC